3-methoxy-3-[(E)-2-[4-(trifluoromethyl)phenyl]vinyl]pyrrolidine-1-carboxylic acid tert-butyl ester C(C)(C)(C)OC(=O)N1CC(CC1)(\C=C\C1=CC=C(C=C1)C(F)(F)F)OC